C1(=CC=CC=C1)C1=CC=C2C=CC3=CC=CC4=CC=C1C2=C34 phenylpyrene